4-(5-methyl-1H-pyrazol-1-yl)-2-phenyl-4,5-dihydro-oxazole CC1=CC=NN1C1N=C(OC1)C1=CC=CC=C1